4-chloro-6-(dibenzo[b,d]furan-4-yl)-2-PHENYLPYRIMIDINE ClC1=NC(=NC(=C1)C1=CC=CC2=C1OC1=C2C=CC=C1)C1=CC=CC=C1